BrC=1C=C(C(=O)OCCCC)C=C(C1)C(C1=C(C=C(C(=C1)Br)F)F)=O butyl 3-bromo-5-(5-bromo-2,4-difluorobenzoyl)benzoate